N-(6-fluoropyridin-2-yl)-1H-indazol-1-sulfonamide FC1=CC=CC(=N1)NS(=O)(=O)N1N=CC2=CC=CC=C12